COC1=C(C#N)C=C(C=C1)C=O 2-methoxy-5-formylbenzonitrile